NC1=C(C=CC=C1)OC1=C(C=CC=C1)N di(2-aminobenzenyl) ether